4-chloro-7-[2-(2-methoxyethoxy)phenyl]-6-phenyl-thieno[3,2-c]pyridine ClC1=NC(=C(C2=C1C=CS2)C2=C(C=CC=C2)OCCOC)C2=CC=CC=C2